[3-(3-bicyclo[4.2.0]octa-1,3,5-trienyl)-3,4,6,7,9,9a-hexahydro-1H-pyrazino[2,1-c][1,4]oxazin-8-yl]-(2-chloro-3-methoxyphenyl)methanone C12=CC(=CC=C2CC1)C1CN2C(CO1)CN(CC2)C(=O)C2=C(C(=CC=C2)OC)Cl